6-(4-chloro-2-methoxyphenyl)-1-fluoro-7-phenyl-3-(tetrahydro-2H-pyran-2-yl)-3,8,9,10-tetrahydrocyclohepta[e]indazole ClC1=CC(=C(C=C1)C1=C(CCCC=2C=3C(=NN(C3C=CC21)C2OCCCC2)F)C2=CC=CC=C2)OC